4-(methylsulfonyl)-2-(6-azaspiro[2.5]oct-6-yl)benzoic acid CS(=O)(=O)C1=CC(=C(C(=O)O)C=C1)N1CCC2(CC2)CC1